BrC=1C=C(CN2C(N(CCC2)C=2SC(=C(N2)C)S(=O)(=O)O)=O)C=CC1 2-(3-(3-bromobenzyl)-2-oxotetrahydropyrimidin-1(2H)-yl)-4-methylthiazole-5-sulfonic acid